(R)-N-(3,3-difluoro-1-methylpiperidin-4-yl)-5-(1-(2,2-difluoroethyl)-1H-benzo[d]imidazol-6-yl)-4-methoxypyrrolo[2,1-f][1,2,4]triazin-2-amine FC1(CN(CC[C@H]1NC1=NN2C(C(=N1)OC)=C(C=C2)C=2C=CC1=C(N(C=N1)CC(F)F)C2)C)F